(R)-1-(5-chloro-3-methylpyridin-2-yl)-4-(3-fluoro-4-methylbenzyl)-3-(oxetan-3-yl)piperazine-2,5-dione ClC=1C=C(C(=NC1)N1C([C@H](N(C(C1)=O)CC1=CC(=C(C=C1)C)F)C1COC1)=O)C